4-(3-formyl-1-toluenesulfonyl-1H-indol-5-yl)piperazine-1-carboxylic acid benzyl ester C(C1=CC=CC=C1)OC(=O)N1CCN(CC1)C=1C=C2C(=CN(C2=CC1)S(=O)(=O)CC1=CC=CC=C1)C=O